CC1=C(C=CC(=C1)C(F)(F)F)C12CN(CC2C1)C(=O)C1CC2(C1)NC(OC2)=O (rac)-(2s,4s)-2-(1-(2-Methyl-4-(trifluoromethyl)phenyl)-3-azabicyclo[3.1.0]hexan-3-carbonyl)-7-oxa-5-azaspiro[3.4]octan-6-on